1-(4-Methoxyquinazolin-2-yl)-3-(1-methylpiperidin-4-yl)guanidine COC1=NC(=NC2=CC=CC=C12)NC(=N)NC1CCN(CC1)C